5,5-dimethylproline CC1(CC[C@H](N1)C(=O)O)C